(4-aminophenyl)-5-(p-tolyl)-3-(trifluoromethyl)-1H-pyrazole-4-carbonitrile NC1=CC=C(C=C1)N1N=C(C(=C1C1=CC=C(C=C1)C)C#N)C(F)(F)F